C1(CCCC1)OC1=CC(=NC(=C1)S(=O)(=O)C)NC1=CC(=NC=C1C1=NN(C=C1)C)NC(C)=O N-(4-((4-(cyclopentyloxy)-6-(methylsulfonyl)pyridin-2-yl)amino)-5-(1-methyl-1H-pyrazol-3-yl)pyridin-2-yl)acetamide